bis(9,9-dimethylfluoren-2-yl)-N,N'-diphenylbenzidine CC1(C2=CC=CC=C2C=2C=CC(=CC12)N(C1=CC=C(C2=CC=C(N(C3=CC=CC=C3)C3=CC=4C(C5=CC=CC=C5C4C=C3)(C)C)C=C2)C=C1)C1=CC=CC=C1)C